ClC1=C(C(=CC=C1)F)C1=NCC2=NN=C(N2C=2SC=3CC(CC3C12)C=O)C 9-(2-chloro-6-fluoro-phenyl)-3-methyl-16-thia-2,4,5,8-tetraazatetracyclo[8.6.0.02,6.011,15]hexadeca-1(10),3,5,8,11(15)-penta-ene-13-carbaldehyde